COCC(=O)NC1CC(CCC1)C(=O)N 3-(2-methoxyacetamido)cyclohexane-1-carboxamide